Tert-butyl (R)-2-(3-((1-(dibenzo[b,d]furan-2-yl)ethyl)amino)-5-methyl-2-oxopyrazin-1(2H)-yl)acetate C1=C(C=CC=2OC3=C(C21)C=CC=C3)[C@@H](C)NC=3C(N(C=C(N3)C)CC(=O)OC(C)(C)C)=O